NC1=NC(=CC(=N1)C=1N=NN(C1)CC1=CC=CC(=N1)C(C)(C)O)C=1OC(=CC1)C 2-(6-((4-(2-amino-6-(5-methylfuran-2-yl)pyrimidin-4-yl)-1H-1,2,3-triazol-1-yl)methyl)pyridin-2-yl)propan-2-ol